CC1=CC(=NO1)C(=O)NC1=C(C=CC(=C1)NC(=O)C1=NC2=CC=CC=C2C=C1)C 5-methyl-N-(2-methyl-5-(quinoline-2-carboxamido)phenyl)isoxazole-3-carboxamide